C(C)OC(=O)N1CCC(C1)CS 4-(mercaptomethyl)pyrrolidine-1-carboxylic acid ethyl ester